dibromine fluorene C1=CC=CC=2C3=CC=CC=C3CC12.[Br].[Br]